COC1(CCC(CC1)C1=NC(=CC(=N1)C)NC1=NNC(=C1)C)C(=O)O (1s,4s)-1-methoxy-4-(4-methyl-6-((5-methyl-1H-pyrazol-3-yl)amino)pyrimidin-2-yl)cyclohexane-1-carboxylic acid